COC(=O)C=1C=C2[C@H]([C@@H](COC2=CC1)COC)OC(C1=CC=C(C=C1)[N+](=O)[O-])=O (3R,4S)-3-(methoxymethyl)-4-((4-nitrobenzoyl)oxy)chroman-6-carboxylic acid methyl ester